ClC1=CC=CC=2CC(N(CCC21)CC)=O 6-chloro-3-ethyl-1,3,4,5-tetrahydro-2H-benzo[d]azepin-2-one